m-acetamido-N,N-dimethoxycarbonyl-methylaniline C(C)(=O)NC=1C(=C(N(C(=O)OC)C(=O)OC)C=CC1)C